(2-methyl-5-(trifluoromethyl)phenyl)carbamic acid tert-butyl ester C(C)(C)(C)OC(NC1=C(C=CC(=C1)C(F)(F)F)C)=O